11-methyl-2,5-dodecadienoic acid CC(CCCCC=CCC=CC(=O)O)C